NC=1C2=C(N=CN1)N(C(=C2Br)C=2C=C(C=CC2)C=2CN(CC2)C(C=C)=O)C 1-[3-(3-{4-amino-5-bromo-7-methyl-7H-pyrrolo[2,3-d]pyrimidin-6-yl}phenyl)-2,5-dihydro-1H-pyrrol-1-yl]prop-2-en-1-one